N-[2-(2,4-dimethylphenyl)-2,2-difluoroethyl]quinoline-4-carboxamide CC1=C(C=CC(=C1)C)C(CNC(=O)C1=CC=NC2=CC=CC=C12)(F)F